N-((6-hydroxybenzo[d][1,3]dioxazole-5-yl)methyl)acrylamide OC=1C(=CC2=C(ONO2)C1)CNC(C=C)=O